tert-Butyl 2,2-dimethyl-4-[1-(2-phenylethyl)-3-[(6-sulfamoyl-2-pyridyl)amino]propyl]pyrrolidine-1-carboxylate CC1(N(CC(C1)C(CCNC1=NC(=CC=C1)S(N)(=O)=O)CCC1=CC=CC=C1)C(=O)OC(C)(C)C)C